tert-butyl (2E)-2-((dimethylamino)methylene)-3-oxobutanoate CN(C)\C=C(\C(=O)OC(C)(C)C)/C(C)=O